2-{[(1S)-1-{4-[(1S)-1-(4-Acryloylpiperazin-1-yl)propyl]phenyl}ethyl]amino}-8-(propan-2-yl)pyrido[2,3-d]pyrimidin-7(8H)-on C(C=C)(=O)N1CCN(CC1)[C@@H](CC)C1=CC=C(C=C1)[C@H](C)NC=1N=CC2=C(N1)N(C(C=C2)=O)C(C)C